NC1=NN2C(C(N(CC2)C)=O)=C1 2-Amino-5-methyl-6,7-dihydropyrazolo[1,5-a]pyrazine-4(5H)-one